C(C)(C)(C)OC(=O)NCC=1N=NN(C1)[C@@]1(CN2C([C@H]([C@H]2S1)NC(CC1=CC=CC=C1)=O)=O)C(=O)OCC1=CC=C(C=C1)[N+](=O)[O-] 4-Nitrobenzyl (3R,5R,6R)-3-(4-(((tert-butoxycarbonyl)amino) methyl)-1H-1,2,3-triazol-1-yl)-7-oxo-6-(2-phenylacetamido)-4-thia-1-azabicyclo[3.2.0]heptane-3-carboxylate